(5S)-5-{[(3S)-3-Fluoropyrrolidin-1-yl]carbonyl}-2-{[6-(trifluoromethyl)pyridin-3-yl]methyl}-5,6,7,8-tetrahydro[1,2,4]triazolo[4,3-a]pyridin-3(2H)-on F[C@@H]1CN(CC1)C(=O)[C@@H]1CCCC=2N1C(N(N2)CC=2C=NC(=CC2)C(F)(F)F)=O